tert-butyl 2-((1'-(2,6-dioxapiperidin-3-yl)-2'-oxospiro[azetidine-3,3'-indolin]-1-yl) methyl)-7-azaspiro[3.5]nonane-7-carboxylate N1OC(CCO1)N1C(C2(C3=CC=CC=C13)CN(C2)CC2CC1(C2)CCN(CC1)C(=O)OC(C)(C)C)=O